methyl (S)-2-amino-3-(2-(2-((1S,2S,5R)-1-hydroxy-2-isopropyl-5-methylcyclohexane-1-carboxamido) ethyl)phenyl)propanoate N[C@H](C(=O)OC)CC1=C(C=CC=C1)CCNC(=O)[C@]1([C@@H](CC[C@H](C1)C)C(C)C)O